ethyl (E)-3-(5-((1-cyanocyclopropyl)methyl)-6-formylpyridin-3-yl)acrylate C(#N)C1(CC1)CC=1C=C(C=NC1C=O)/C=C/C(=O)OCC